2-(1-Isopropyl-3-(2-((S)-2-methylazetidin-1-yl)-6-(trifluoromethyl)pyrimidin-4-yl)-3-azabicyclo[3.1.0]hexane-6-yl)acetic acid C(C)(C)C12CN(CC2C1CC(=O)O)C1=NC(=NC(=C1)C(F)(F)F)N1[C@H](CC1)C